BrC=1C(=C(C=CC1)C1=NOC(=N1)CN1CCOCC1)C 4-((3-(3-bromo-2-methylphenyl)-1,2,4-oxadiazol-5-yl)methyl)morpholine